2-(4-(9,10-bis(Naphthalen-2-yl)anthracene-2-yl)phenyl)-1-phenyl-1H-benzo-[D]imidazole C1=C(C=CC2=CC=CC=C12)C=1C2=CC=CC=C2C(=C2C=CC(=CC12)C1=CC=C(C=C1)C1=NC2=C(N1C1=CC=CC=C1)C=CC=C2)C2=CC1=CC=CC=C1C=C2